C1=CC=C(C=2OC3=C(C21)C=CC=C3)C3=C(C#N)C(=C(C(=C3C3=CC=CC2=C3OC3=C2C=CC=C3)C3=CC=CC2=C3OC3=C2C=CC=C3)C3=NC(=NC(=C3)C3=CC=CC=C3)C3=CC=CC=C3)C3=CC=CC2=C3OC3=C2C=CC=C3 2,3,4,6-tetrakis(dibenzo[b,d]furan-4-yl)-5-(2,6-diphenylpyrimidin-4-yl)benzonitrile